1-pyrenemethanol C1(=CC=C2C=CC3=CC=CC4=CC=C1C2=C34)CO